O=C1NC2=C(N1CC1=CC=C(S1)C(=O)N)C=CC=C2 5-((2-oxo-2,3-dihydro-1H-benzo[d]imidazol-1-yl)methyl)thiophene-2-carboxamide